(S)-Quinuclidin-3-yl (2-(2-(4-fluorophenyl)thiazol-4-yl)propan-2-yl)carbamate (S)-2-hydroxysuccinate salt O[C@H](C(=O)O)CC(=O)O.FC1=CC=C(C=C1)C=1SC=C(N1)C(C)(C)NC(O[C@@H]1CN2CCC1CC2)=O